P([O-])([O-])=O.[Ti+4].P([O-])([O-])=O titanium (phosphonate)